NC1=CC=CC(=N1)S(=O)(=O)NC(=O)C=1C(=NC(=CC1)C#CC)OC1=C(C=C(C=C1C)C)C N-[(6-Amino-2-pyridyl)sulfonyl]-6-prop-1-ynyl-2-(2,4,6-trimethylphenoxy)pyridin-3-carboxamid